C(C)(C)(C)OC(=O)N1C2CN(CC1C2)C[C@H]2[C@@H](C2)C(=O)OC 3-{[trans-2-(methoxycarbonyl)cyclopropyl]methyl}-3,6-diazabicyclo[3.1.1]heptane-6-carboxylic acid tert-butyl ester